4-[(2-Hydroxyethyl)-amino]-3-nitrotoluene OCCNC1=C(C=C(C)C=C1)[N+](=O)[O-]